[1,1-biphenyl]-3,3',5,5'-tetraol C1(=CC(=CC(=C1)O)O)C1=CC(=CC(=C1)O)O